C(C)[C@H]1N(C[C@@H](N(C1)C1=CC(N(C=2C=CC(=NC12)C#N)C)=O)C)C(C)C1=C(C=C(C=C1)C(F)(F)F)F 8-[(2S,5R)-5-ethyl-4-{1-[2-fluoro-4-(trifluoromethyl)phenyl]ethyl}-2-methylpiperazin-1-yl]-5-methyl-6-oxo-5,6-dihydro-1,5-naphthyridine-2-carbonitrile